E-5-(2-bromovinyl)uracil Br/C=C/C=1C(NC(NC1)=O)=O